FC1=C(C(=O)O)C=C(C=C1)CC1=NNC(C2=CC=C(C=C12)OCC(F)(F)F)=O 2-fluoro-5-((4-oxo-7-(2,2,2-trifluoroethoxy)-3,4-dihydrophthalazin-1-yl)methyl)benzoic acid